C(N)(=O)C1=C(SC=2C(CC(OC21)(C)C)(C)C)NC(=O)C2=CC=NN2 N-(3-carbamoyl-5,5,7,7-tetramethyl-5,7-dihydro-4H-thieno[2,3-e]pyran-2-yl)-1H-pyrazole-5-carboxamide